ClC=1C=NC(=C(C(=O)NC2CCC(CC2)CN2C(C(C3=CC=C(C=C23)F)(O)C2=NC=C(C=C2)Cl)=O)C1)C 5-chloro-N-((1r,4r)-4-((3-(5-chloropyridin-2-yl)-6-fluoro-3-hydroxy-2-oxoindolin-1-yl)methyl)cyclohexyl)-2-methylnicotinamide